Ethyl (triphenylphosphoranylidene) acetate CCOC(=O)C=P(C1=CC=CC=C1)(C2=CC=CC=C2)C3=CC=CC=C3